CC1=CC=C(CN2N=C3N([C@H](CCC3)C(=O)N3CCCC3)C2=O)C=C1 |r| (5RS)-2-(4-Methylbenzyl)-5-(pyrrolidin-1-ylcarbonyl)-5,6,7,8-tetrahydro[1,2,4]triazolo[4,3-a]pyridine-3(2H)-one